Tert-Butyl tetradec-12-yn-1-ylglycinate C(CCCCCCCCCCC#CC)NCC(=O)OC(C)(C)C